(trans)-4-(4-nitro-3-(pyridin-2-yl)-1H-pyrazol-1-yl)cyclohexan-1-ol tert-butyl-(2R,4S)-4-((tert-butyldimethylsilyl)oxy)-2-(hydroxymethyl)pyrrolidine-1-carboxylate C(C)(C)(C)[C@@]1(N(C[C@H](C1)O[Si](C)(C)C(C)(C)C)C(=O)O[C@@H]1CC[C@H](CC1)N1N=C(C(=C1)[N+](=O)[O-])C1=NC=CC=C1)CO